ClC=1C=CC2=C(N=C(O2)C2CC3(CC(C3)NC(=O)C3=CC(=NC=C3)SC3CC3)C2)C1 N-[6-(5-chloro-1,3-benzoxazol-2-yl)spiro[3.3]heptan-2-yl]-2-cyclopropylsulfanyl-pyridine-4-carboxamide